ClC1=C(C(=O)C2CCCCC2)C=CC(=C1COCC(F)(F)F)S(=O)(=O)C 2-{2-chloro-4-(methyl-sulfonyl)-3-[(2,2,2-trifluoroethoxy)methyl]benzoyl}cyclohexane